CC(=O)N[C@@H]1[C@H]([C@@H]([C@H](O[C@H]1O[C@H]2[C@H]([C@@H]([C@H](O[C@@H]2OC[C@@H]3[C@H]([C@@H]([C@@H]([C@@H](O3)O[C@@H]4[C@H](O[C@H]([C@@H]([C@H]4O)NC(=O)C)O[C@@H]5[C@H](OC([C@@H]([C@H]5O)NC(=O)C)O)CO)CO)O)O[C@@H]6[C@H]([C@H]([C@@H]([C@H](O6)CO)O)O)O[C@H]7[C@@H]([C@H]([C@@H]([C@H](O7)CO)O)O[C@H]8[C@@H]([C@H]([C@H]([C@H](O8)CO)O)O)O)NC(=O)C)O)CO)O)O)CO)O)O The molecule is an amino octasaccharide in which an N-acetyl-beta-D-glucosaminyl-(1->2)-alpha-D-mannosyl disaccharide chain and a beta-D-galactosyl-(1->3)-N-acetyl-beta-D-glucosaminyl-(1->2)-alpha-D-mannosyl chain are linked (1->6) and (1->3) respectively to the mannose residue of a beta-D-mannosyl-(1->4)-N-acetyl-beta-D-glucosaminyl-(1->4)-N-acetyl-D-glucosamine trisaccharide. It is a glucosamine oligosaccharide and an amino octasaccharide.